COCOC=1C(=CC2=C(N=C(O2)C)C1)B1OC(C(O1)(C)C)(C)C 5-(methoxymethyloxy)-2-methyl-6-(4,4,5,5-tetramethyl-1,3,2-dioxaborolan-2-yl)benzo[d]Oxazole